2-allyl-1-[m-(1-methyl-4-piperidyloxy)phenyl]-6-(1-methyl-4-pyrazolylamino)-1,2-dihydro-3H-1,2,5,7-tetraazainden-3-one C(C=C)N1N(C2=NC(=NC=C2C1=O)NC=1C=NN(C1)C)C1=CC(=CC=C1)OC1CCN(CC1)C